trans-4-((5-fluoro-4-(2-(1-hydroxycyclobutyl)pyridin-4-yl)pyrimidin-2-yl)amino)cyclohexane-1-carboxylic acid FC=1C(=NC(=NC1)N[C@@H]1CC[C@H](CC1)C(=O)O)C1=CC(=NC=C1)C1(CCC1)O